C(CCCCCCCCCCC)(=O)OC\C=C(\C)/CCC=C(C)C neryl laurate